N-(8,9-difluoro-6-oxo-1,4,5,6-tetrahydro-2H-pyrano[3,4-c]isoquinolin-1-yl)-N,5-dimethyl-1H-indole-2-carboxamide FC=1C(=CC=2C3=C(NC(C2C1)=O)COCC3N(C(=O)C=3NC1=CC=C(C=C1C3)C)C)F